2-(1,3-benzothiazol-2-yl)-5-methylaniline S1C(=NC2=C1C=CC=C2)C2=C(N)C=C(C=C2)C